2-hydroxypropionic acid hydrochloride Cl.OC(C(=O)O)C